C1(=CC=CC=C1)C(=NNC=1C=CC=C2CCCN(C12)C)C1=CC=CC=C1 8-(2-(diphenylmethylene)hydrazino)-1-methyl-1,2,3,4-tetrahydroquinoline